C(CCCCCCCCCCC)N 1-dodecyl-amine